OC1=C(C=C(C=C1)/C=C/C(=O)NCCC1=CC=C(C=C1)O)OC1=CC=NC=C1 (E)-3-(4-hydroxy-3-(pyridin-4-yloxy)phenyl)-N-(4-hydroxyphenethyl)acrylamide